hexadienate C(C=CC=CC)(=O)[O-]